Dimethylitaconat COC(C(=C)CC(=O)OC)=O